ethyl 2-((S)-3-(1-(1-((R)-1-(2,4-dichlorophenyl)ethyl)-3-methyl-1H-pyrazolo[3,4-b]pyrazin-6-yl)azetidin-3-yl)piperidin-1-yl)acetate ClC1=C(C=CC(=C1)Cl)[C@@H](C)N1N=C(C=2C1=NC(=CN2)N2CC(C2)[C@H]2CN(CCC2)CC(=O)OCC)C